OC1=C(C=NNC(C(C)(C)OC2=CC(=CC=C2)F)=O)C=CC=C1 N'-(2-hydroxybenzylidene)-2-(3-fluorophenoxy)-2-methylpropanehydrazide